NC(CNC(C)=O)C N-(2-aminopropyl)-acetamide